bis(2-hydroxyethylamino)tris(hydroxymethyl)methane-hydrochloride Cl.OCCNC(O)(C(CO)CO)NCCO